N-hydroxy-7-(spiro[3.5]nonan-2-yl)-5,6,7,8-tetrahydro-1,7-naphthyridine-3-carboxamide ONC(=O)C=1C=NC=2CN(CCC2C1)C1CC2(C1)CCCCC2